(R)-N-(3-(1-((2-Amino-5-chloropyridin-3-yl)oxy)ethyl)phenyl)-1,3-dihydroisobenzofuran-5-carboxamid NC1=NC=C(C=C1O[C@H](C)C=1C=C(C=CC1)NC(=O)C=1C=C2COCC2=CC1)Cl